2-Amino-4-(3-((3S,4R)-3-(dimethylamino)-4-(2-hydroxypropan-2-yl)pyrrolidin-1-yl)-5-fluoro-7,9-dihydrofuro[3,4-f]quinazolin-6-yl)-7-fluorothieno[3,2-c]pyridine-3-carbonitrile NC1=C(C=2C(=NC=C(C2S1)F)C=1C2=C(C=3C=NC(=NC3C1F)N1C[C@H]([C@@H](C1)C(C)(C)O)N(C)C)COC2)C#N